C(C(O)C)(=S)O thio-lactic acid